6-chloro-2-(2-fluorophenyl)hexanoic acid ClCCCCC(C(=O)O)C1=C(C=CC=C1)F